C1(=CC=CC=C1)N=NC1=CC=C(C=C1)N=NC1=C(C=CC2=CC=CC=C12)O 1-(4-(phenyldiazenyl)phenyl)azonaphthalen-2-ol